N,N,N',N'-tetraethylmethylenediamine CCN(CC)CN(CC)CC